[Mg].[Mn] manganese-magnesium